(S)-6-((4,4-difluoropyrrolidin-3-yl)oxy)-1-(2,2,2-trifluoroethyl)-1H-pyrazolo[4,3-c]pyridine hydrochloride Cl.FC1([C@H](CNC1)OC1=CC2=C(C=N1)C=NN2CC(F)(F)F)F